N-(2-methoxyethyl)-N-methyl-4-((3-(4-((tetrahydro-2H-pyran-4-yl)amino)-1-(2,2,2-trifluoroethyl)-1H-indol-2-yl)prop-2-yn-1-yl)amino)benzenesulfonamide COCCN(S(=O)(=O)C1=CC=C(C=C1)NCC#CC=1N(C2=CC=CC(=C2C1)NC1CCOCC1)CC(F)(F)F)C